[SH+]1CCCC1 tetrahydro-1H-thiophen-1-ium